O=C1NC(CCC1C1=C(C=C(C=C1F)N1C[C@H](CC1)NC(OC(C)(C)C)=O)F)=O tert-butyl ((3S)-1-(4-(2,6-dioxopiperidin-3-yl)-3,5-difluorophenyl)pyrrolidin-3-yl)carbamate